COC1=CC=C(C=C1)C1=NC2=C(N1)C=CC(=C2)N2C(C1=CC=C(C=C1C2)N2CCOCC2)=O 2-(2-(4-methoxyphenyl)-1H-benzimidazol-5-yl)-5-(morpholin-4-yl)isoindolin-1-one